CN(C1=CC=C(CNC(CN)C)C=C1)C N2-(4-(dimethylamino)benzyl)propane-1,2-diamine